Potassium Butylparaben C(CCC)OC(=O)C1=CC=C(O)C=C1.[K]